3-((R)-2-((S)-3-((S)-sec-butyl)-2-oxo-2,3,4,5-tetrahydro-1H-benzo[e][1,4]diazepine-4-carbonyl)pyrrolidin-1-yl)propanamide [C@H](C)(CC)[C@@H]1N(CC2=C(NC1=O)C=CC=C2)C(=O)[C@@H]2N(CCC2)CCC(=O)N